[Sb+]=S antimonous sulfide